3-[5-fluoro-6-(4,4,5,5-tetramethyl-1,3,2-dioxaborolan-2-yl)benzofuran-3-yl]piperidine-2,6-dione FC=1C(=CC2=C(C(=CO2)C2C(NC(CC2)=O)=O)C1)B1OC(C(O1)(C)C)(C)C